2-[2-[4-[2-[2-[4-[3-(2-hydroxy-4,4-dimethyl-6-oxo-cyclohexen-1-yl)-4-methyl-phenyl]phenoxy]ethoxy]ethyl]piperazin-1-yl]ethoxy]acetic acid OC1=C(C(CC(C1)(C)C)=O)C=1C=C(C=CC1C)C1=CC=C(OCCOCCN2CCN(CC2)CCOCC(=O)O)C=C1